FC(OC1=CC=C(OC=2C(=NC3=CC=CC=C3N2)C(=O)NC2=CC(=NC=C2)C(=O)O)C=C1)(F)F 4-(3-(4-(trifluoromethoxy)phenoxy)quinoxaline-2-carboxamido)picolinic acid